ClC=1C=C(C=CC1)C1=CC(=NO1)NCC1=CC=C(C=C1)OC 5-(3-chlorophenyl)-N-(4-methoxybenzyl)isoxazol-3-amine